((3,5-dimethylphenyl)ethynyl)trimethylsilane CC=1C=C(C=C(C1)C)C#C[Si](C)(C)C